ClC=1C(=NC(=NC1)NC1=C(C=C(C=C1)N1CCC(CC1)NC(CCC1=C2CN(C(C2=CC=C1)=O)C1C(NC(CC1)=O)=O)=O)OC)NC1=C(C=CC=C1)P(=O)(C)C N-(1-(4-((5-chloro-4-((2-(dimethylphosphoryl)phenyl)amino)pyrimidin-2-yl)amino)-3-methoxyphenyl)piperidin-4-yl)-3-(2-(2,6-dioxopiperidin-3-yl)-1-oxoisoindolin-4-yl)propanamide